N-((4-fluorotetrahydro-2H-pyran-4-yl)methyl)-2-methyl-5-((4-methylthiazol-5-yl)methoxy)benzofuran-3-carboxamide FC1(CCOCC1)CNC(=O)C1=C(OC2=C1C=C(C=C2)OCC2=C(N=CS2)C)C